tert-butyl 4-(9-(4-ethynylbenzyl)-9H-purin-6-yl)piperazine-1-carboxylate C(#C)C1=CC=C(CN2C3=NC=NC(=C3N=C2)N2CCN(CC2)C(=O)OC(C)(C)C)C=C1